N1=C(C=NC=C1)CCS 2-(pyrazin-2-yl)ethane-1-thiol